CC(CC1=CC2=C(C=C1)OCO2)(C)N α,α-dimethyl-3,4-methylenedioxyphenethylamine